4-(6-chloro-4-methoxypyridazin-3-yl)morpholine ClC1=CC(=C(N=N1)N1CCOCC1)OC